COCC1=NN(C=C1C(=O)N)CC1=CC=C2CCN(CC2=C1)C (methoxymethyl)-1-[(2-methyl-3,4-dihydro-1H-isoquinolin-7-yl)methyl]pyrazole-4-carboxamide